C(C)(=O)OCC(CC1=C(N(C2=CC=C(C=C12)Br)CC)C=1C(=NC=C(C1)I)[C@H](C)OC)(C)C (S)-3-(5-bromo-1-ethyl-2-(5-iodo-2-(1-methoxyethyl)pyridin-3-yl)-1H-indol-3-yl)-2,2-dimethylpropyl acetate